2,3-dimethyl-maleimide CC=1C(=O)NC(C1C)=O